4-Chloro-2-((furan-2-ylmethyl)amino)-5-(phenylcarbamoyl)benzoic Acid ClC1=CC(=C(C(=O)O)C=C1C(NC1=CC=CC=C1)=O)NCC=1OC=CC1